ClC=1C=C(CNC(C(C)(C2=CC=C3C(=N2)OC=N3)C)=O)C=C(C1C1C(NC(CC1)=O)=O)Cl N-(3,5-dichloro-4-(2,6-dioxopiperidin-3-yl)benzyl)-2-methyl-2-(oxazolo[5,4-b]pyridin-5-yl)propanamide